C(C)OC(CCC(=O)C1=CC2=C(S1)C=C(C(=C2)OCCCOC=2C=C1CN(CC1=CC2OC)C(CCC(=O)O)=O)OC)=O 4-(5-(3-((2-(4-ethoxy-4-oxobutanoyl)-6-methoxybenzo[b]thiophen-5-yl)oxy)propoxy)-6-methoxyisoindolin-2-yl)-4-oxobutanoic acid